(3-{4-[6-(2-butoxyethoxy)pyridin-3-yl]-6-oxo-1,6-dihydropyrimidin-2-yl}-4-(trifluoromethyl)benzyl)isobutyramide C(CCC)OCCOC1=CC=C(C=N1)C=1N=C(NC(C1)=O)C=1C=C(CC(C(=O)N)(C)C)C=CC1C(F)(F)F